N(=[N+]=[N-])[C@H]1[C@H]2O[C@@H]([C@H]([C@@H]1OCC1=CC=CC=C1)OCC1=CC=CC=C1)CO2 1,6-Anhydro-2-azido-3,4-di-O-benzyl-2-deoxy-β-D-glucopyranose